CC(C1=CC=CC=C1O)O O-hydroxyphenylethanol